COC1=NC=CC(=C1)C=1C(=C2CCCC2=CC1)NC(=O)NS(=O)(=O)C=1SC=2CN(CCC2N1)C N-((5-(2-methoxypyridin-4-yl)-2,3-dihydro-1H-inden-4-yl)carbamoyl)-5-methyl-4,5,6,7-tetrahydrothiazolo[5,4-c]pyridine-2-sulfonamide